NC=1C=C(C=C(C1)C(F)(F)F)[C@@H](C)NC1=NC(=NC2=CC(=C(C=C12)O[C@@H]1CNCC1)OC)C (S)-3-((4-(((R)-1-(3-amino-5-(trifluoromethyl)phenyl)ethyl)aminyl)-7-methoxy-2-methylquinazolin-6-yl)oxy)tetrahydropyrrole